4-((5-methoxy-6-(methoxycarbonyl)-1,3-benzodiazol-1-yl)methyl)phenylboronic acid COC1=CC2=C(N(C=N2)CC2=CC=C(C=C2)B(O)O)C=C1C(=O)OC